diethyl 2-((S)-2-cyano-4-((S)-2-(1-ethyl-3-(trifluoromethyl)-1H-pyrazol-4-yl)-3-fluorophenyl)-4,5-dihydrothieno[2,3-c]pyridin-6(7H)-yl)-2-oxoethylphosphonate C(#N)C1=CC2=C(CN(C[C@H]2C2=C(C(=CC=C2)F)C=2C(=NN(C2)CC)C(F)(F)F)C(CP(OCC)(OCC)=O)=O)S1